CN(CC(CCCCCCCCCC=CCC=CCCCCC)CCCCCCCCC)C N,N-dimethyl-2-nonylhenicosa-12,15-dien-1-amine